6-(2-methoxypyridin-4-yl)-N-(4-(pyrrolidin-1-yl-methyl)pyridin-2-yl)benzo-[d]thiazol-2-amine COC1=NC=CC(=C1)C1=CC2=C(N=C(S2)NC2=NC=CC(=C2)CN2CCCC2)C=C1